CC1=NC(=CC=C1)C 2,6-Dimethyl-pyridin